methyl 2,4-dihydroxy-6,7-dihydro-5H-pyrrolo[3,4-b]pyridine-3-carboxylate OC1=C(C(=C2C(=N1)CNC2)O)C(=O)OC